C(C1=CC=CC=C1)O[C@@H](C(=O)N[C@@H](C(C(=O)NCC1=NC=C(C=C1)Cl)=O)CC1=CC=C(C=C1)F)C (R)-3-((R)-2-(benzyloxy)propionamido)-N-((5-chloropyridin-2-yl)methyl)-4-(4-fluorophenyl)-2-oxobutyramide